N-(1-cyanocyclopropyl)-3-(5-(difluoromethyl)-1,3,4-thiadiazol-2-yl)-8-(4-methyl-3-oxopiperazin-1-yl)imidazo[1,5-a]pyridine-6-sulfonamide C(#N)C1(CC1)NS(=O)(=O)C=1C=C(C=2N(C1)C(=NC2)C=2SC(=NN2)C(F)F)N2CC(N(CC2)C)=O